(4-methoxyphenyl)(2,6-diazaspiro[3.3]heptan-2-yl)methanone COC1=CC=C(C=C1)C(=O)N1CC2(C1)CNC2